((5-iodo-4-methylthiazol-2-yl)methyl)-5,6,7,8-tetrahydroquinolin-8-amine IC1=C(N=C(S1)CC1=NC=2C(CCCC2C=C1)N)C